CC1=NC2=CC=C(C=C2C1C)C(=O)O 2,3-dimethyl-5-carboxy-3H-indole